4-((4-bromobutyl)thio)-2-(2,6-dioxopiperidin-3-yl)isoindoline-1,3-dione BrCCCCSC1=C2C(N(C(C2=CC=C1)=O)C1C(NC(CC1)=O)=O)=O